rac-tert-butyl (1S,2S,5R)-2-fluoro-3-oxo-8-azabicyclo[3.2.1]octane-8-carboxylate F[C@H]1[C@@H]2CC[C@H](CC1=O)N2C(=O)OC(C)(C)C |r|